F[Si](O[Si](F)(C)C)(C)C 1,3-difluorotetramethyl-disiloxane